(4-ethynyl-3-fluorophenyl)(6-(methyl(7H-pyrrolo[2,3-d]pyrimidin-4-yl)amino)-2-azaspiro[3.3]heptan-2-yl)methanone C(#C)C1=C(C=C(C=C1)C(=O)N1CC2(C1)CC(C2)N(C=2C1=C(N=CN2)NC=C1)C)F